(R)-N-(2-(2-(4-((R)-(2-(difluoromethyl)-2H-tetrazol-5-yl)(phenyl)methyl)piperazine-1-carbonyl)pyridin-4-yl)benzo[d]oxazol-5-yl)oxetane-2-carboxamide FC(N1N=C(N=N1)[C@H](N1CCN(CC1)C(=O)C1=NC=CC(=C1)C=1OC2=C(N1)C=C(C=C2)NC(=O)[C@@H]2OCC2)C2=CC=CC=C2)F